isopropyl 2-((5-acrylamido-4-((2-(dimethylamino)ethyl)amino)-2-methoxyphenyl)amino)-4-(3,3,5-trimethyl-2,3-dihydro-1H-pyrrolo[3,2-b]pyridin-1-yl)pyrimidine-5-carboxylate C(C=C)(=O)NC=1C(=CC(=C(C1)NC1=NC=C(C(=N1)N1CC(C2=NC(=CC=C21)C)(C)C)C(=O)OC(C)C)OC)NCCN(C)C